1-acetyl-7-vinyl-3,3-dimethyl-2H-pyrrolo[3,2-b]pyridine-5-carbonitrile C(C)(=O)N1CC(C2=NC(=CC(=C21)C=C)C#N)(C)C